tri(t-butyl)ammonium C(C)(C)(C)[NH+](C(C)(C)C)C(C)(C)C